C(C1=CC=CC=C1)NC1=NC(=NN2C1=CC=C2C(=O)O)N2C(=CC1=C(C=CC=C21)C#N)C 4-(benzylamino)-2-(4-cyano-2-methyl-1H-indol-1-yl)pyrrolo[2,1-f][1,2,4]triazine-7-carboxylic acid